BrCC=1C=C2C(CC(=NC2=CC1)C)=O 6-bromomethyl-3,4-dihydro-2-methylquinolin-4-one